C(C)(C)(C)OC(=O)N1[C@@H]2CC[C@H]([C@H]1C1=NN=C(N1)CCC1=CC=NC=C1)C2 (1R,3S,4S)-3-(5-(2-(pyridin-4-yl)ethyl)-4H-1,2,4-triazol-3-yl)-2-azabicyclo[2.2.1]heptane-2-carboxylic acid tert-butyl ester